1-(2-trimethylsilylethoxymethyl)imidazo[1,2-a]Pyrimidin-5-one C[Si](CCOCN1C=CN2C1=NC=CC2=O)(C)C